(1R,4R)-4-methylcyclohexanamine hydrochloride CC1CCC(CC1)N.Cl